tert-butyl ((3-chlorothieno[2,3-b]pyridin-5-yl)methyl)carbamate ClC1=CSC2=NC=C(C=C21)CNC(OC(C)(C)C)=O